Tetrahydrofuran-3-yl-((S,E)-7-(dimethylamino)-1-((1-((4-neopentyl-1H-benzo[d]imidazol-2-yl)methyl)-2-oxo-1,2-dihydropyridin-3-yl)amino)-1,7-dioxohept-5-en-2-yl)carbamat O1CC(CC1)OC(N[C@H](C(=O)NC=1C(N(C=CC1)CC1=NC2=C(N1)C=CC=C2CC(C)(C)C)=O)CC\C=C\C(=O)N(C)C)=O